ClC=1C=C(C[C@@H]2COC3=C(C=C(C=C3[C@@H]2O)C)C2=CC=C(C=C2)F)C=CC1Cl (3R,4R)-3-(3,4-dichlorobenzyl)-8-(4-fluorophenyl)-6-methylchroman-4-ol